OC1=C(C=C(CCCCCCCCC(=O)[NH-])C=C1)OC N-(4-hydroxy-3-methoxybenzyl)octanoyl-amide